C(C)(C)(C)OC(=O)N[C@H](C(COC(C1=CC=CC=C1)=O)=O)C[C@H]1C(NCC1)=O [(3S)-3-(tert-butoxycarbonylamino)-2-oxo-4-[(3S)-2-oxopyrrolidin-3-yl]butyl]benzoate